ClC1=C(C(=CC=C1)C)NC(=O)C1=CN=C(S1)NC1=NC(=NC(=C1)N1CCN(CC1)CCF)C N-(2-chloro-6-methylphenyl)-2-(6-(4-(2-fluoroethyl)piperazin-1-yl)-2-methylpyrimidin-4-ylamino)thiazole-5-carboxamide